4-(5-(methoxycarbonyl)-4-nitro-2-vinylphenyl)-3-(2-oxoethyl)piperazine-1-carboxylic acid tert-butyl ester C(C)(C)(C)OC(=O)N1CC(N(CC1)C1=C(C=C(C(=C1)C(=O)OC)[N+](=O)[O-])C=C)CC=O